3-Docosene CCC=CCCCCCCCCCCCCCCCCCC